7-[2,2,2-trifluoro-1-(4-fluorophenyl)ethyl]pyrazolo[1,5-a]pyrimidine-3,7-dicarboxamide FC(C(C1=CC=C(C=C1)F)C1(C=CN=C2N1NC=C2C(=O)N)C(=O)N)(F)F